FC1=CC=C(C=C1)CCCNC1CCN(CC1)C=1C2=C(N=CN1)C(=CS2)C2=CC=CC=C2 N-(3-(4-fluorophenyl)propyl)-1-(7-phenylthieno[3,2-d]pyrimidin-4-yl)piperidin-4-amine